OC1=C(C=CC=C1)C1=CC2=C(N=N1)C=C(S2)N2CCN(CC2)C2=NC=C(C=N2)C2=NOC(=C2)C(C(=O)O)C(C)C 2-[3-(2-{4-[3-(2-hydroxyphenyl)thieno[3,2-c]pyridazin-6-yl]piperazin-1-yl}pyrimidin-5-yl)-1,2-oxazol-5-yl]-3-methylbutanoic acid